ClC1=C(C=C(C=C1)Cl)S(=O)(=O)NC1=C(C=C(C=C1)[N+](=O)[O-])C 2,5-dichloro-N-(2-methyl-4-nitrophenyl)-benzenesulfonamide